p-nitrodiazophenol [N+](=O)([O-])C1=CC(C(C=C1)O)=[N+]=[N-]